S(N)(OCC[C@H]1OC(O[C@@H]1C1=C(C=CC=C1)Cl)(CC)CC)(=O)=O 2-((4R,5R)-5-(2-chlorophenyl)-2,2-diethyl-1,3-dioxolan-4-yl)ethyl sulfamate